CC1=C(C(=C(C1([Hf]C1=C(C2=C3CCCC3=CC=C2C1)CCCCC)C)C)C)C Pentamethylcyclopentadienyl-(1-pentyl-3,6,7,8-tetrahydro-as-indacenyl)hafnium